C1(=CC=C(C=C1)S(=O)(=O)OC=1C=C(C=CC1)NC(=O)NC1=CC(=C(C=C1)C)OS(=O)(=O)C1=CC=C(C=C1)C)C N-[3-(p-tolylsulfonyloxy)phenyl]-N'-[3-(p-tolylsulfonyloxy)-4-methylphenyl]urea